3-(3-methyloxetan-3-yl)isoxazole CC1(COC1)C1=NOC=C1